C(C=C)OC1=C(C=C(C=C1)/C=C/C(=O)NCNC(C)C)OC (E)-3-(4-(allyloxy)-3-methoxyphenyl)-N-(isopropylaminomethyl)acrylamide